2-((4-fluorophenyl)amino)-N-(4-(4-fluorophenyl)pyridin-3-yl)pyrimidine-4-carboxamide FC1=CC=C(C=C1)NC1=NC=CC(=N1)C(=O)NC=1C=NC=CC1C1=CC=C(C=C1)F